N1C=NC=C1CNCC=1C=C(OCCO)C=CC1 2-(3-((((1H-imidazol-5-yl)methyl)amino)methyl)phenoxy)ethan-1-ol